zinc D-lactate C([C@H](O)C)(=O)[O-].[Zn+2].C([C@H](O)C)(=O)[O-]